tert-butyl 7-(4-((2-(2,2-difluoroethoxy)ethyl)amino) butyl)-3,4-dihydro-1,8-naphthyridine-1(2H)-carboxylate FC(COCCNCCCCC1=CC=C2CCCN(C2=N1)C(=O)OC(C)(C)C)F